2,3-diethyl-4-phenyl-9H-indeno[2,1-b]pyridine C(C)C1=C(C(=C2C(=N1)CC=1C=CC=CC12)C1=CC=CC=C1)CC